ClC=1C=CC(=C(C1)C=1C(=CC(=CC1)C(N[C@H](CCC)C1=CC=CC=C1)=O)C(=O)O)C=1NC2=C(C=NC=C2)N1 5'-chloro-2'-{1H-imidazo[4,5-c]pyridin-2-yl}-4-{[(1R)-1-phenylbutyl]carbamoyl}-[1,1'-biphenyl]-2-carboxylic acid